C(C=C)(=O)[N].[Si] silicon alloyl-nitrogen